S(=O)(=O)(O)[SiH2]S(=O)(=O)O bis-sulphosilane